7-Chloro-6-(6-methoxy-1H-imidazo[4,5-b]pyridin-2-yl)-4-(4-methoxybenzyl)-2-methyl-2H-pyrazolo[4,3-b]pyridin-5(4H)-one ClC=1C=2C(N(C(C1C=1NC=3C(=NC=C(C3)OC)N1)=O)CC1=CC=C(C=C1)OC)=CN(N2)C